COC=1C=C(C=CC1OC)C=1C=NC=CC1N 3-(3,4-dimethoxyphenyl)pyridin-4-amine